hydroxyl-1,2,3-trimethylbenzimidazole OC1=CC=CC=2N(C(N(C21)C)C)C